1-(7-(4-(methylsulfonyl)benzyl)-6-oxo-6,7-dihydro-1H-purin-2-yl)-1H-pyrazole-4-carboxylic acid ethyl ester C(C)OC(=O)C=1C=NN(C1)C=1NC(C=2N(C=NC2N1)CC1=CC=C(C=C1)S(=O)(=O)C)=O